BrC1=C(C(=C(C=C1)NN)[N+](=O)[O-])F (4-bromo-3-fluoro-2-nitrophenyl)hydrazine